ClC=1C=C(C=CC1OC(F)(F)F)C(NS(=O)C(C)(C)C)C1=NC=C(C=C1)OC(F)(F)F N-((3-chloro-4-(trifluoromethoxy)phenyl)(5-(trifluoromethoxy)pyridin-2-yl)methyl)-2-methylpropane-2-sulfinamide